CN(C)CC1(CC1)COC=1N=C(C2=C(N1)CN(C2)C(=O)C2=CC(=CC1=CC=CC(=C21)I)O)N2CC(CC(C2)O)C(=O)O 1-(2-((1-((dimethylamino)methyl)cyclopropyl)methoxy)-6-(3-hydroxy-8-iodo-1-naphthoyl)-6,7-dihydro-5H-pyrrolo[3,4-d]pyrimidin-4-yl)-5-hydroxypiperidine-3-carboxylic acid